N-(4-(4-amino-2-butyl-1H-imidazo[4,5-c][1,5]naphthyridin-1-yl)butyl)-4-(dimethylamino)benzamide NC1=NC=2C=CC=NC2C2=C1N=C(N2CCCCNC(C2=CC=C(C=C2)N(C)C)=O)CCCC